5-trichloromethyl-1H-1,2,4-triazole-3-carboxylate ClC(C1=NC(=NN1)C(=O)[O-])(Cl)Cl